C1CC12CN(C2)S(=O)(=O)C=2C=C(C=CC2)C(=O)N2[C@H](CCC2)C(=O)N[C@H](C)C2=CC(=C(C=C2)Cl)Cl 1-((3-(5-azaspiro[2.3]hex-5-ylsulfonyl)phenyl)carbonyl)-N-((1R)-1-(3,4-dichlorophenyl)ethyl)-D-prolinamide